pyridine-3,4-diyl-dimethanol N1=CC(=C(C=C1)CO)CO